6-(4-(4-(dimethoxymethyl)piperidin-1-yl)phenyl)-1-fluoro-7-(prop-1-en-2-yl)-3-(tetrahydro-2H-pyran-2-yl)-3,8,9,10-tetrahydrocyclohepta[e]indazole COC(C1CCN(CC1)C1=CC=C(C=C1)C1=C(CCCC=2C=3C(=NN(C3C=CC21)C2OCCCC2)F)C(=C)C)OC